C(CCCCCC(C)(C)C)(=O)OCCCCCCCCCCCCCCCCCC stearyl neodecanoate